bis[(3-ethyl-3-oxetanyl) methyl] isophthalate C(C1=CC(C(=O)OCC2(COC2)CC)=CC=C1)(=O)OCC1(COC1)CC